N=1NN=NC1C1=NC=CC(=C1)C=1SC(=CN1)C(=O)O 2-(2-(2H-tetrazol-5-yl)pyridin-4-yl)thiazole-5-carboxylic acid